2-(((tert-butyldiphenylsilyl)oxy)methyl)-4-hydroxy-4-methylpyrrolidine-1-carboxylate [Si](C1=CC=CC=C1)(C1=CC=CC=C1)(C(C)(C)C)OCC1N(CC(C1)(C)O)C(=O)[O-]